1-fluoro-3-(4-(4,4,5,5-tetramethyl-1,3,2-dioxaborolan-2-yl)-1H-pyrazol-1-yl)cyclobutane-1-carbonitrile FC1(CC(C1)N1N=CC(=C1)B1OC(C(O1)(C)C)(C)C)C#N